4-Boc-1-(6-hydroxy-β-naphthoyl)piperazine C(=O)(OC(C)(C)C)N1CCN(CC1)C(=O)C1=CC2=CC=C(C=C2C=C1)O